2-(2-isopropylphenyl)-9-(4-(1-methyl-1H-pyrazol-5-yl)benzyl)-7,9-dihydro-8H-purin-8-one C(C)(C)C1=C(C=CC=C1)C1=NC=C2NC(N(C2=N1)CC1=CC=C(C=C1)C1=CC=NN1C)=O